diphenyl(4-phenylthiophenyl)sulfonium hexafluorophosphat F[P-](F)(F)(F)(F)F.C1(=CC=CC=C1)[S+](C1=CC=C(C=C1)SC1=CC=CC=C1)C1=CC=CC=C1